4-((8-(4-((4-((4-Methylbenzoyl)oxy)phenoxy)carbonyl)phenoxy)octyl)oxy)-4-oxobutanoic acid CC1=CC=C(C(=O)OC2=CC=C(OC(=O)C3=CC=C(OCCCCCCCCOC(CCC(=O)O)=O)C=C3)C=C2)C=C1